C(C)(C)(C)OC(=O)NNCC1=C(C=C(C(=C1)F)Br)F 2-(4-bromo-2,5-difluorobenzyl)hydrazine-1-carboxylic acid tert-butyl ester